ONC(/C=C/C1=C(C=CC=C1)N1CCC(CC1)NC(C1=NC=C(C=C1)C(C)C)=O)=O (E)-N-(1-(2-(3-(hydroxyamino)-3-oxoprop-1-en-1-yl)phenyl)piperidin-4-yl)-5-isopropylpicolinamide